C(\C=C\C(=O)[O-])(=O)OC 1-O-methyl (E)-but-2-enedioate